1-(4-chlorophenyl)-3-methyl-4-difluoromethyl-1,2,4-triazol-5-one ClC1=CC=C(C=C1)N1N=C(N(C1=O)C(F)F)C